BrC=1C=C(C=CC1OC)/C=C/C(=O)OCC ethyl (E)-3-(3-bromo-4-methoxyphenyl)acrylate